(di-n-propylamino)silane C(CC)N(CCC)[SiH3]